5-Chloro-4-hydroxy-1-methyl-2-oxo-N-phenyl-1,2-dihydroquinoline-3-carboxamide ClC1=C2C(=C(C(N(C2=CC=C1)C)=O)C(=O)NC1=CC=CC=C1)O